2-Cyclopropyl-1-methyl-1H-imidazole-4-carboxylic acid tert-butyl ester C(C)(C)(C)OC(=O)C=1N=C(N(C1)C)C1CC1